N1=C(C=CC=C1)NC(C1=CC=CC=C1)=O N-(pyridine-2-yl)benzamide